morpholine-4-sulfonamide hydrochloride Cl.N1(CCOCC1)S(=O)(=O)N